Methyl 3-[4-[5-(4-fluorophenyl)-2-pyrimidin-2-ylpyrazol-3-yl]piperidin-1-yl]-2-phenylpropanoate FC1=CC=C(C=C1)C=1C=C(N(N1)C1=NC=CC=N1)C1CCN(CC1)CC(C(=O)OC)C1=CC=CC=C1